C1(=CC=C(C=C1)OCCCN1C2=C(N(CCC1)C(=O)C1=CC=C(C=C1)NC(=O)C=1C(=CC=CC1)C1=CC=CC=C1)C=CC=C2)C N-(4-(5-(3-(p-tolyloxy)propyl)-2,3,4,5-tetrahydro-1H-benzo[b][1,4]diazepine-1-Carbonyl)phenyl)-[1,1'-biphenyl]-2-carboxamide